Cl.N[C@H](CC1=C(C2=C(N=C(N=C2NCC=2OC=CC2)Cl)N1)Cl)C 6-[(2S)-2-aminopropyl]-2,5-dichloro-N-[(furan-2-yl)methyl]-7H-pyrrolo[2,3-d]pyrimidin-4-amine hydrochloride